FC(C=1C(=C(C=CC1)S(=O)(=O)N)CCN=C=S)(F)F 3-trifluoromethyl-(2-isothiocyanato)ethylbenzenesulfonamide